(E)-N2-[(furan-2-yl)methylidene]-L-arginine O1C(=CC=C1)C=N[C@@H](CCCN\C(\N)=N\[H])C(=O)O